CC1=CC2=C(N=C(N=C2NCCCC=2SC=CC2)C(F)(F)F)S1 6-methyl-N-(3-(thiophen-2-yl)propyl)-2-(trifluoromethyl)thieno[2,3-d]pyrimidin-4-amine